BrC=1C=NC(=NC1)OC1=CC=C(C=C1)C(C)(C)C1=CC=C(OC2CC(C2)NC(OC(C)(C)C)=O)C=C1 tert-butyl ((1r,3r)-3-(4-(2-(4-((5-bromopyrimidin-2-yl)oxy)phenyl) propan-2-yl)phenoxy)cyclobutyl)carbamate